(7E)-4,8,12-trimethyltridecane-3,7,11-trien-1-ol CC(=CCCO)CC\C=C(\CCC=C(C)C)/C